CN(C)[Si](C)(C)N(C)C bis-(dimethylamino)dimethylsilane